3-(2,2,2-trifluoroethoxy)azetidine FC(COC1CNC1)(F)F